ClC1=C(C=CC(=C1)[N+](=O)[O-])N1CCN(CC1)C(=O)OC(C)(C)C tert-butyl 4-(2-chloro-4-nitro-phenyl)piperazine-1-carboxylate